(4-(5-(2-bromoethoxy)pyrimidin-4-yl)-2-methylbenzyl)-5-(tert-butyl)-1,2,4-oxadiazole-3-carboxamide BrCCOC=1C(=NC=NC1)C1=CC(=C(CNC(=O)C2=NOC(=N2)C(C)(C)C)C=C1)C